ClC1=C2CN(CC2=CC=C1OC)C(=O)OC(C)(C)C tert-butyl 4-chloro-5-methoxyisoindoline-2-carboxylate